ClC=1C=NN(C(C1Cl)=O)[C@@H](C(=O)NC1=CC(=C(C=C1)C)S(=O)(=O)N1CCN(CCC1)C)C (R)-2-(4,5-dichloro-6-oxopyridazin-1(6H)-yl)-N-(4-methyl-3-((4-methyl-1,4-diazepan-1-yl)sulfonyl)phenyl)propanamide